NC1=NC=CC=C1C1=NC=2C(=NC(=CC2)C2=CC=CC=C2)N1C=1C=CC(=NC1)C(=O)O 5-(2-(2-aminopyridin-3-yl)-5-phenyl-3H-imidazo[4,5-b]pyridin-3-yl)picolinic acid